bromo-2-(2-chloro-6-fluorophenyl)-7-fluoro-4-isopropyl-3,4-dihydro-2H-benzo[b][1,4]Oxazole BrC1(NC2C(O1)=C(C=CC2C(C)C)F)C2=C(C=CC=C2F)Cl